C1(CCCCC1)C1=CC=C(C=C1)C=1NC=2N(C(C1)=O)N=C(C2C(=O)N2CC(C2)CF)C(=O)N2[C@@H](CC2)C (R)-5-(4-cyclohexylphenyl)-3-(3-(fluoromethyl)azetidine-1-carbonyl)-2-(2-methylazetidine-1-carbonyl)pyrazolo[1,5-a]pyrimidin-7(4H)-one